7-(Cyclopentylamino)-5-fluoro-2-((piperidin-4-ylthio)methyl)quinazolin-4(3H)-one C1(CCCC1)NC1=CC(=C2C(NC(=NC2=C1)CSC1CCNCC1)=O)F